FC1CC(N(C1)C(=O)C=1C=NOC1COC)C(=O)NC(C1=CC=C(C=C1)C(C)C)C1=CC=CC=C1 4-fluoro-1-[5-(methoxymethyl)-1,2-oxazole-4-carbonyl]-N-{phenyl-[4-(prop-2-yl)phenyl]methyl}pyrrolidine-2-carboxamide